tetraoleyl-4,4'-isopropylidenediphenol diphosphite OP(O)OP(O)O.C(CCCCCCC\C=C/CCCCCCCC)C1=C(C(=C(C(=C1O)CCCCCCCC\C=C/CCCCCCCC)CCCCCCCC\C=C/CCCCCCCC)C(C)(C)C1=CC=C(C=C1)O)CCCCCCCC\C=C/CCCCCCCC